4,4-dimethylcholesta-8(9),14-dien-3β-ol CC1(C2CCC=3C4=CC[C@H]([C@@H](CCCC(C)C)C)[C@]4(CCC3[C@]2(CC[C@@H]1O)C)C)C